2-((6-(2-chloro-3-(3-chloro-2-(4-((((1r,4r)-4-hydroxycyclohexyl)amino)methyl)-3-methoxyphenyl)pyridin-4-yl)phenyl)-2-methoxypyridin-3-yl)methyl)-2,6-diazaspiro[3.4]octan-7-one ClC1=C(C=CC=C1C1=C(C(=NC=C1)C1=CC(=C(C=C1)CNC1CCC(CC1)O)OC)Cl)C1=CC=C(C(=N1)OC)CN1CC2(C1)CNC(C2)=O